FC(OC1(CCCCC1)N)F (difluoromethoxy)cyclohexane-1-amine